C(CCCCCC=CCC=CCC=CCC=CCCCCC)(=O)O docosa-7,10,13,16-tetraen-1-oic acid